2,3-dimethylazetidine hydrochloride salt Cl.CC1NCC1C